[C@@H]1([C@H](O)[C@H](O)[C@@H](C[S+](CC[C@H](N)C(=O)O)C)O1)N1C=NC=2C(N)=NC=NC12 S-Adenosyl-L-Methionin